NC1=C(C=C(C=C1)OCCO[Si](C)(C)C(C)(C)C)O 2-amino-5-(2-((tert-butyldimethylsilyl)oxy)ethoxy)phenol